propyl-4'-propargyloxy-4-biphenyl-sulfonamide C(CC)C1=C(C=CC(=C1)S(=O)(=O)N)C1=CC=C(C=C1)OCC#C